nitryl-sulfur [N+](=O)([O-])[S]